lithium 2,2-difluoro-1,3,2-dioxaborol-2-uide F[B-]1(OC=CO1)F.[Li+]